tert-Butyl (S)-4-(4-(2-(aminooxy)-3-(benzhydryloxy)-3-oxopropoxy)benzimidamido)piperidine-1-carboxylate NO[C@@H](COC1=CC=C(C(NC2CCN(CC2)C(=O)OC(C)(C)C)=N)C=C1)C(=O)OC(C1=CC=CC=C1)C1=CC=CC=C1